N-(4-(4-amino-1-isopropyl-7-(1,4-dioxaspiro[4.5]decan-8-yl)-1H-pyrazolo[4,3-c]pyridin-3-yl)-2,5-difluorophenyl)-2-fluorobenzenesulfonamide NC1=NC=C(C2=C1C(=NN2C(C)C)C2=CC(=C(C=C2F)NS(=O)(=O)C2=C(C=CC=C2)F)F)C2CCC1(OCCO1)CC2